trans-3-(5-amino-1-(tert-butyl)-1H-pyrazol-3-yl)cyclopentan-1-ol NC1=CC(=NN1C(C)(C)C)[C@@H]1C[C@H](CC1)O